ClC1=CC(=CC=C1)OC(F)(F)F 1-chloro-3-(trifluoromethoxy)benzene